CN1N=CC(=C1)C=1C=CC=2N(C1)N=CC2N2CCN(CC2)C(=O)OC(C)C2=CC=C(C=C2)CO[Si](C)(C)C(C)(C)C 1-(4-(((tert-butyldimethylsilyl)oxy)methyl)phenyl)ethyl 4-(6-(1-methyl-1H-pyrazol-4-yl)pyrazolo[1,5-a]pyridin-3-yl)piperazine-1-carboxylate